C(C)C=1C=C(C=C(C1)CC)P(C1=CC(=CC(=C1)CC)CC)C[C@H]1[C@@H](CC1)CP(C1=CC(=CC(=C1)CC)CC)C1=CC(=CC(=C1)CC)CC trans-1,2-bis(bis(3,5-diethylphenyl)phosphinomethyl)cyclobutane